FC1=C(C=CC(=C1C1CCC=2N(C1)C=NC2C=2NC=CN2)F)NS(=O)(=O)C=2C(=NC=C(C2)F)OC N-[2,4-difluoro-3-[1-(1H-imidazol-2-yl)-5H,6H,7H,8H-imidazo[1,5-a]pyridin-6-yl]phenyl]-5-fluoro-2-methoxypyridine-3-sulfonamide